2-[(3-fluoro-4-methylphenyl)methyl]-6-(1,2-thiazol-3-yl)-2H-pyrazolo[3,4-d]pyrimidin-4-amine FC=1C=C(C=CC1C)CN1N=C2N=C(N=C(C2=C1)N)C1=NSC=C1